(azetidin-3-yl)-6-methoxyquinoline-8-carboxamide N1CC(C1)C1=NC2=C(C=C(C=C2C=C1)OC)C(=O)N